(S)-3-(4-bromophenyl)-2-(5-(tert-butyl)thiophene-2-carboxamido)propionic acid BrC1=CC=C(C=C1)C[C@@H](C(=O)O)NC(=O)C=1SC(=CC1)C(C)(C)C